4-fluoro-N-((S)-4-((1R,2S)-2-(4-fluorophenyl)cyclopropylamino)-1-(4-methylpiperazin-1-yl)-1-oxobutan-2-yl)benzamide FC1=CC=C(C(=O)N[C@H](C(=O)N2CCN(CC2)C)CCN[C@H]2[C@@H](C2)C2=CC=C(C=C2)F)C=C1